(R)-(6-(2-methyl-2H-pyrazolo[3,4-b]pyridin-5-yl)thieno[2,3-b]pyridin-2-yl)((3S)-1-methyl-3-pyrrolidinyl)methanol CN1N=C2N=CC(=CC2=C1)C1=CC=C2C(=N1)SC(=C2)[C@H](O)[C@@H]2CN(CC2)C